S(=O)(=O)=C1C(C(=CC=C1)O)O sulfonylbenzenediol